3-((R)-4-amino-6-((R)-3-fluoro-3-methylpyrrolidin-1-yl)pyrido[3,4-d]pyrimidin-8-yl)-2,4-dimethylphenol NC=1C2=C(N=CN1)C(=NC(=C2)N2C[C@](CC2)(C)F)C=2C(=C(C=CC2C)O)C